4-Bromo-2-methyl-2H-indazole BrC=1C2=CN(N=C2C=CC1)C